OCC(C)(O)C=1SC(=CN1)S(=O)(=O)N 2-(1,2-dihydroxypropan-2-yl)thiazole-5-sulfonamide